CN(CCN1C(=NC=C1)C(=O)O)C (2-(dimethylamino)ethyl)-1H-imidazole-2-carboxylic acid